3,9-bis[1,1-dimethyl-2-[(3-t-butyl-4-hydroxy-5-methylphenyl)propionyloxy]ethyl]-2,4,8,10-Tetraoxaspiro[5.5]undecane CC(COC(CCC1=CC(=C(C(=C1)C)O)C(C)(C)C)=O)(C)C1OCC2(CO1)COC(OC2)C(COC(CCC2=CC(=C(C(=C2)C)O)C(C)(C)C)=O)(C)C